1-(tert-butyl)2-ethyl acetate 2-(3-hydroxypropyl)-3-methylenepyrrolidine-1,2-dicarboxylate OCCCC1(N(CCC1=C)C(=O)O)C(=O)O.C(C)(=O)OCCC(C)(C)C